C(C)N([C@H]1CCC=2C=3C1=C1C(=NC3C=C(C2C)F)C2=CC3=C(C(N2C1)=O)COC([C@]3(O)CC)=O)CC (1S,9S)-1-(diethylamino)-9-ethyl-5-fluoro-9-hydroxy-4-methyl-1,2,3,9,12,15-hexahydro-10H,13H-benzo[de]pyrano[3',4':6,7]indolizino[1,2-b]quinoline-10,13-dione